2-oxo-1,3-dihydroindene-4-carbonitrile O=C1CC=2C=CC=C(C2C1)C#N